ClC=1N=NC(=CC1)C1=CC=CC=C1 3-chloro-6-phenylpyridazine